6,9-eicosadiene-11-ol CCCCCC=CCC=CC(CCCCCCCCC)O